nickel indium aluminum [Al].[In].[Ni]